5-Chloro-2-[2-[3-(difluoromethyl)-5-isoxazolyl]phenoxy]pyrimidine ClC=1C=NC(=NC1)OC1=C(C=CC=C1)C1=CC(=NO1)C(F)F